ethyl 3,3-dicyclopropyl-2-(5-methyl-4-phenyl-1H-imidazol-2-yl)propanoate Ammonium acetate C(C)(=O)[O-].[NH4+].C1(CC1)C(C(C(=O)OCC)C=1NC(=C(N1)C1=CC=CC=C1)C)C1CC1